(2S)-2-amino-N-(l-7-azido-3,6,9,12,15-pentaoxaheptadecan-1-yl)-N'-(3-bromo-2,4,6-trimethylphenyl)pentanediamide N[C@H](C(=O)NCCOCCOC(COCCOCCOCC)N=[N+]=[N-])CCC(=O)NC1=C(C(=C(C=C1C)C)Br)C